(6-(difluoromethyl)-4-fluoropyridin-2-yl)((4s,5r)-3,3,7,7-tetrafluoro-4-hydroxy-1-azaspiro[4.4]nonan-1-yl)methanone FC(C1=CC(=CC(=N1)C(=O)N1CC([C@H]([C@@]12CC(CC2)(F)F)O)(F)F)F)F